Cl.O1[C@@H]2[C@H](NCC1)CN(C2)C2=NC1=C(N2CC2=NC=C(C#N)C=C2)C=CC=C1 6-((2-((4aR,7aS)-Hexahydropyrrolo[3,4-b][1,4]oxazin-6(2H)-yl)-1H-benzo[d]imidazol-1-yl)methyl)nicotinonitril-hydrochlorid